C(C1=CC=CC=C1)OC(=O)NCCC(=O)N1C[C@@H](CC1)NC(OC(C)(C)C)=O tert-butyl (R)-(1-(3-(((benzyloxy)carbonyl)amino)propanoyl)pyrrolidin-3-yl)carbamate